methyl 2-(3-((4-(2-(2-aminopyridin-3-yl)-6-(trifluoromethyl)-1H-benzo[d]imidazol-1-yl)benzyl)carbamoyl)phenyl)acetate NC1=NC=CC=C1C1=NC2=C(N1C1=CC=C(CNC(=O)C=3C=C(C=CC3)CC(=O)OC)C=C1)C=C(C=C2)C(F)(F)F